2-(2,6-dichloro-7H-purin-9-yl)-N-(3,4-difluorophenyl)acetamide ClC1=NC(=C2NCN(C2=N1)CC(=O)NC1=CC(=C(C=C1)F)F)Cl